ClC1=NC=C(C(=C1)OC)C=O 2-CHLORO-4-METHOXYPYRIDINE-5-CARBOXALDEHYDE